NC1=NC2=CC=C(C=C2C=C1C)C(=O)N(CC1=NC=C(C=C1)C(F)(F)F)[C@H]1C[C@@H](CCC1)O 2-amino-N-((1R,3R)-3-hydroxycyclohexyl)-3-methyl-N-((5-(trifluoromethyl)-2-pyridinyl)methyl)-6-quinolinecarboxamide